N-[1-[4-(1-aminocyclopropyl)phenyl]-3-(difluoromethyl)pyrazol-4-yl]-2-[2-(cyclopropylmethylamino)-4-pyridyl]oxazole-4-carboxamide NC1(CC1)C1=CC=C(C=C1)N1N=C(C(=C1)NC(=O)C=1N=C(OC1)C1=CC(=NC=C1)NCC1CC1)C(F)F